(1S,2R,3S)-2-ethyl-N-(6-(1-((3R,4R)-4-fluoro-3-methyltetrahydrofuran-3-yl)piperidin-4-yl)-7-methylisoquinolin-3-yl)-3-(1-methyl-1H-pyrazol-4-yl)cyclopropane-1-carboxamide C(C)[C@H]1[C@@H]([C@H]1C=1C=NN(C1)C)C(=O)NC=1N=CC2=CC(=C(C=C2C1)C1CCN(CC1)[C@@]1(COC[C@@H]1F)C)C